N-[2-(4-methyl-1,3-thiazol-2-yl)propan-2-yl]acetamide CC=1N=C(SC1)C(C)(C)NC(C)=O